C(C)(C)(C)OC(=O)NCCNC([C@@H](NC(CCCC(=O)ON1C(CCC1=O)=O)=O)CCC(=O)NCCNC(=O)OC(C)(C)C)=O N1,N5-bis{2-[(tert-butoxycarbonyl)amino]ethyl}-N2-{5-[(2,5-dioxopyrrolidin-1-yl)oxy]-5-oxopentanoyl}-L-glutamamide